3-((7-(6-chloro-1-((S)-pyrrolidin-3-yl)-1,2,3,4-tetrahydroquinolin-8-yl)thieno[3,2-b]pyridin-2-yl)methyl)-1-((R)-3,3,3-trifluoro-2-hydroxypropyl)pyrimidine ClC=1C=C2CCCN(C2=C(C1)C1=C2C(=NC=C1)C=C(S2)CN2CN(C=CC2)C[C@H](C(F)(F)F)O)[C@@H]2CNCC2